BrC=1C=C(C=NC1)C(CC)N1N=CC(=C1)C=1C2=C(N=CN1)NC=C2 3-(5-Bromopyridin-3-yl)-3-[4-(7H-pyrrolo[2,3-d]pyrimidin-4-yl)-1H-pyrazol-1-yl]propane